OC(CCN1N=NC2=C1C=CC=C2)O 1-dihydroxypropylbenzotriazole